ClC1=C(C=CC=C1)C1=NC=2C(=C3C(=NC2)NC=C3)N1C=1C=NN(C1)CCC#N 3-(4-(2-(2-Chlorophenyl)imidazo[4,5-d]pyrrolo[2,3-b]pyridin-1(6H)-yl)-1H-pyrazol-1-yl)propanenitrile